1-(1-methyl-5-morpholino-6-oxo-pyridazin-3-yl)indazol CN1N=C(C=C(C1=O)N1CCOCC1)N1N=CC2=CC=CC=C12